CC1(COC1)CN1N=NC(=C1)C(=O)N 1-((3-methyloxetan-3-yl)methyl)-1H-1,2,3-triazole-4-carboxamide